3-cyclopropylpropanoic acid C1(CC1)CCC(=O)O